(1-(azetidin-3-yl)-1H-pyrazol-4-yl)-5-(furan-2-yl)isoxazole-3-carboxamide N1CC(C1)N1N=CC(=C1)C=1C(=NOC1C=1OC=CC1)C(=O)N